5-trifluoromethylbenzo[b]thiophene-2-carboxylic acid FC(C1=CC2=C(SC(=C2)C(=O)O)C=C1)(F)F